3-(5-amino-2-(2-methyl-4-(3-phosphonopropoxy)phenethyl)benzo[f][1,7]naphthyridin-8-yl)propanoic acid NC1=NC2=C(C=3C=C(C=NC13)CCC1=C(C=C(C=C1)OCCCP(=O)(O)O)C)C=CC(=C2)CCC(=O)O